3-((3,4,5-Trifluorobenzyl)oxy)-6,7,8,9,9a,10-hexahydro-1H-pyrido[1',2':3,4]imidazo[1,2-c]pyrimidin-1-one FC=1C=C(COC=2C=C3N(C(N2)=O)CC2N3CCCC2)C=C(C1F)F